ISOBUTYL LAURATE C(CCCCCCCCCCC)(=O)OCC(C)C